tert-butyl (R)-1-(((R)-tert-butylsulfinyl)amino)-8-azaspiro[4.5]decane-8-carboxylate C(C)(C)(C)[S@@](=O)N[C@@H]1CCCC12CCN(CC2)C(=O)OC(C)(C)C